ethyl 2-(3-fluoro-5-isopropyl-2-methoxyphenyl)acetate FC=1C(=C(C=C(C1)C(C)C)CC(=O)OCC)OC